CN([C@H]1CN(CC1)C1=C(C=C(C(=C1)OC)NC1=NC=NC(=C1)N1OCC[C@@H]1C1=CC(=CC=C1)C(F)(F)F)NC(C=C)=O)C N-(2-((R)-3-(dimethylamino)pyrrolidine-1-yl)-4-methoxy-5-((6-((R)-3-(3-(trifluoromethyl)phenyl)-isoxazolidine-2-yl)pyrimidine-4-yl)amino)phenyl)acrylamide